C(C)OC(C(C1=C2N(C=N1)CCC2)N2N=C1C(=C(C=C(C1=C2)C)C2=CC=C(C=C2)[C@@H]2[C@H](CN(CC2)CC)F)Cl)=O 2-(7-chloro-6-(4-((3R,4R)-1-ethyl-3-fluoropiperidin-4-yl)phenyl)-4-methyl-2H-indazol-2-yl)-2-(6,7-dihydro-5H-pyrrolo[1,2-c]imidazol-1-yl)acetic acid ethyl ester